CCOCCOC(CC(=O)OCCOCC)=O malonic acid di[2-(2-ethoxy)-ethyl] ester